(R)-(1-(2-(3'H-spiro(cyclopropane-1,1'-isobenzofuran)-6'-yl)acetamido)-2-(benzofuran-3-yl)ethyl)boronic acid C12(OCC3=CC=C(C=C13)CC(=O)N[C@@H](CC1=COC3=C1C=CC=C3)B(O)O)CC2